F[C@@H]1[C@@H](C1)C=O ((1S,2S)-2-fluorocyclopropyl)methanone